O1CCN(CC1)CCN1N=CC(=C1)C=1C=C2N=CC(=NC2=CC1)C1=CC=C(C=C1)CC(=O)O 2-(4-(6-(1-(2-morpholinoethyl)-1H-pyrazol-4-yl)quinoxalin-2-yl)phenyl)acetic acid